C(#CC)C1=C2C=NNC2=C(C=C1)C(=O)O 4-(propane-1-yn-1-yl)-1H-indazole-7-carboxylic acid